BrC1=CC=C(C=C1)C12C(C3=C(C=NC=C3OC)O1)(C(C(C2C2=CC=CC=C2)CN(C)CC(C)(C)O)O)O 7a-(4-bromophenyl)-6-(((2-hydroxy-2-methylpropyl)(methyl)amino)methyl)-4-methoxy-7-phenyl-5,6,7,7a-tetrahydro-4bH-cyclopenta[4,5]furo[2,3-c]pyridine-4b,5-diol